Calcium borate praseodymium [Pr+3].B([O-])([O-])[O-].[Ca+2]